COC=1C(=C(N)C(=CC1C)C)C 3-methoxy-2,4,6-trimethyl-aniline